bis(isopropyl)phosphine chloride [Cl-].C(C)(C)PC(C)C